(3,5,5,6,8,8-hexamethyl-5,6,7,8-tetrahydronaphthalen-2-yl)formyl-p-toluenesulfonylmethyl-dimethyl-sulfonium CC=1C(=CC=2C(CC(C(C2C1)(C)C)C)(C)C)C(=O)C[S+](C)CS(=O)(=O)C1=CC=C(C)C=C1